COC=1C=C2C(=NC=NC2=CC1)O[C@@H]1CC[C@H](CC1)N1C(N(CC1=O)C=1C=NC=C(C1)C(F)(F)F)=O 3-{trans-4-[(6-methoxy-4-quinazolinyl)oxy]cyclohexyl}-1-[5-(trifluoromethyl)-3-pyridinyl]-2,4-imidazolidinedione